4-(8-(tert-Butoxycarbonyl)-3,8-diazabicyclo[3.2.1]oct-3-yl)-2-chloro-5,8-dihydropyrido[3,4-d]pyrimidine-7(6H)-carboxylic acid benzyl ester C(C1=CC=CC=C1)OC(=O)N1CC=2N=C(N=C(C2CC1)N1CC2CCC(C1)N2C(=O)OC(C)(C)C)Cl